1,3-di(1-butenyloxy)-2-propanol C(=CCC)OCC(COC=CCC)O